CC(C)(C)C1(CC(CC=C1)(C(C)(C)C)C(C)(C)C)C(C)(C)C 1,3-bis(1,1-DIMETHYLETHYL)-1,3-di-tert-butylbenzene